ClC=1C=CC(=C(C1)N(S(=O)(=O)C1CC1)C)[N+](=O)[O-] N-(5-chloro-2-nitrobenzeneyl)-N-methylcyclopropanesulfonamide